bis[6-methoxyphenol] cobalt [Co].COC1=CC=CC=C1O.COC1=CC=CC=C1O